C(C)(C)(C)OC(=O)N1C[C@H](OCCC1(C)C)CO (2S)-2-(hydroxymethyl)-5,5-dimethyl-1,4-oxaazepane-4-carboxylic acid tert-butyl ester